3-[3,5-di-tert-butyl-4-hydroxyphenyl]-propionate C(C)(C)(C)C=1C=C(C=C(C1O)C(C)(C)C)CCC(=O)[O-]